CC=1C(=C(SC1C)NC(CC1=CC=CC2=CC=CC=C12)=O)C(=O)N 4,5-Dimethyl-2-[(1-naphthylacetyl)amino]-3-thiophenecarboxamide